5-(3-(4-(1H-1,2,3-triazol-5-yl)piperidin-1-yl)-4,5-dihydro-isoOxazol-5-yl)-N-(3,5-dichlorophenyl-ethyl)pyrimidin-2-amine N1N=NC=C1C1CCN(CC1)C1=NOC(C1)C=1C=NC(=NC1)NCCC1=CC(=CC(=C1)Cl)Cl